C(CCCCC\C=C/CCCCCCCC)C1OC(CN(C1)CCO)CCCCCC(=O)OC(CCCCCCC(C)C)CCCCCCCC 2-methylheptadecan-9-yl (Z)-6-(6-(hexadec-7-en-1-yl)-4-(2-hydroxyethyl)morpholin-2-yl)hexanoate